BrC1=CC=2C3=C(C=NC2C=C1)N(C(N3C3C(CN(CC3)C)(F)F)=O)C 8-bromo-1-(3,3-difluoro-1-methylpiperidin-4-yl)-3-methyl-1,3-dihydro-2H-imidazo[4,5-c]quinolin-2-one